CC1CCC(CC1)C(COCC)(COCC)CCC(CC(C)C)(CC(C)C)Br 2-(4-methylcyclohexyl)-2-(3-bromo-3-isobutyl-5-methylhexyl)-1,3-diethoxypropane